(3-{[(2S)-2-amino-4-(methylthio)butyl]dithio}-2-benzylpropanoyl)-L-phenylalaninate N[C@H](CSSCC(C(=O)N[C@@H](CC1=CC=CC=C1)C(=O)[O-])CC1=CC=CC=C1)CCSC